3-bromo-3,3-difluoro-prop-1-ene BrC(C=C)(F)F